rac-(3aR,5R,7S,7aR)-5-(furan-3-yl)-1,3,3,5,7-pentamethyloctahydrobenzo[c]isoxazole O1C=C(C=C1)[C@]1(C[C@@H]2[C@H](N(OC2(C)C)C)[C@H](C1)C)C |r|